C(C)(C)(C)OC([C@H](CC1CC1)OC1=C(C=C(C=C1)Cl)C1=NOCC1OCCCC)=O tert-Butyl-(2S)-2-[4-chloro-2-(4-butoxy-4,5-dihydroisoxazol-3-yl)phenoxy]-3-cyclopropylpropanoat